8-Chloro-1-(1'H,3H-spiro[2-benzofuran-1,4'-piperidin]-1'-yl)-5,6-dihydro-4H-[1,2,4]triazolo[4,3-a][1]benzazepin-5-ol ClC=1C=CC2=C(CC(CC=3N2C(=NN3)N3CCC2(CC3)OCC3=C2C=CC=C3)O)C1